CC1=C(OC(O1)=O)COC(F)(F)F 5-methyl-4-((trifluoromethoxy)methyl)-1,3-dioxol-2-one